C(C)(=O)O[C@@H]1O[C@@H](C[C@H]1OC(C)=O)[C@H](CN(C(C(F)(F)F)=O)C)OC(C)=O (2S,3R,5S)-5-((S)-1-Acetoxy-2-(2,2,2-trifluoro-N-methylacetamido)ethyl)tetrahydrofuran-2,3-diyl diacetate